FC=1C=C(C(=NC1)C(C)O)C(F)(F)F (5-fluoro-3-(trifluoromethyl)pyridin-2-yl)ethan-1-ol